O\N=C\1/CC[C@@H](CCC1)C=1C=C2C(=NC1)NC(N2C2CCN(CC2)C(C2=CC=C(C=C2)OC(F)(F)F)=O)=O |r| (rac)-6-[(4Z)-4-hydroxyiminocycloheptyl]-1-[1-[4-(trifluoromethoxy)benzoyl]-4-piperidyl]-3H-imidazo[4,5-b]pyridin-2-one